FC=1C=NC=CC1/C=C/C(=O)OCC (E)-ethyl 3-(3-fluoropyridin-4-yl)acrylate